P(=O)(OC1CCCC1)(OCC)[O-] Cyclopentyl Ethyl Phosphate